N[C@@]1(C([C@@H](CC1)NC=1C=2N(N=CC1C(=NC1=C(C=C(C=C1)O[Si](C)(C)C(C)(C)C)CC)N)C=C(C2)Br)(C)C)C 4-[[(1R,3S)-3-amino-2,2,3-trimethyl-cyclopentyl]amino]-6-bromo-N'-[4-[tert-butyl(dimethyl)-silyl]oxy-2-ethyl-phenyl]pyrrolo[1,2-b]pyridazine-3-carboxamidine